hydroxybenzocoronene OC1=CC2=CC=C3C=CC4=CC=C5C=CC6=C7C(=C1C1=C6C5=C4C3=C21)C=CC=C7